FC1(CC(C1)(C)CN1N=C(C(=C1C(=O)NC1=CC(=NC=C1)S(=O)(=N)C)C(F)(F)F)C1(C(C1)(F)F)F)F 1-((3,3-difluoro-1-methylcyclobutyl)methyl)-N-(2-(S-methylsulfonimidoyl)pyridin-4-yl)-3-(1,2,2-trifluorocyclopropyl)-4-(trifluoromethyl)-1H-pyrazole-5-carboxamide